ditetradecylthiopropionate C(CCCCCCCCCCCCC)C(C(=S)[O-])(C)CCCCCCCCCCCCCC